3-(acryloyloxy)-2-hydroxypropyl acrylate C(C=C)(=O)OCC(COC(C=C)=O)O